C(C=CCCCCCCCCCC=CCCCC)=O 2,13-Octadecadienal